tert-butyl 4-((4-cyanobenzyl) oxy)-3,3-difluoropiperidine-1-carboxylate C(#N)C1=CC=C(COC2C(CN(CC2)C(=O)OC(C)(C)C)(F)F)C=C1